5-[(5-chloro-2-methyl-4-oxo-3H-quinazolin-6-yl)sulfanyl]pyrazine ClC1=C2C(NC(=NC2=CC=C1SC=1N=CC=NC1)C)=O